tert-butyl 4,4-difluoro-5-tetrahydropyran-2-yloxy-pentanoate FC(CCC(=O)OC(C)(C)C)(COC1OCCCC1)F